1-bromon-decane tert-butyl-6-[3-(trifluoromethyl)-1-bicyclo[1.1.1]pentanyl]-3,4-dihydro-2H-pyridine-1-carboxylate C(C)(C)(C)OC(=O)N1CCCC=C1C12CC(C1)(C2)C(F)(F)F.BrCCCCCCCCCC